CN(C)CC=1C=NC(=NC1)NC1CCC(CC1)OC1=C2C=C(C=NC2=CC(=N1)N1CCOCC1)NS(=O)(=O)C N-[5-[4-[[5-[(dimethylamino)methyl]pyrimidin-2-yl]amino]cyclohexoxy]-7-morpholino-1,6-naphthyridin-3-yl]methanesulfonamide